O=C1NC(CCC1N1CC2=CC=C(C=C2C1=O)C1CCN(CC1)C1CN(C1)C(=O)OC(C)(C)C)=O Tert-butyl 3-(4-(2-(2,6-dioxopiperidin-3-yl)-3-oxoisoindolin-5-yl)piperidin-1-yl)azetidine-1-carboxylate